C(CCC)NC=1N(C2=C(N(S(C(C2=O)C2=CC=CC=C2)(=O)=O)CC)N1)C1=CC=CC=C1 6-(butylamino)-1-ethyl-3,5-diphenyl-3,5-dihydroimidazo[4,5-c][1,2]thiazine-4(1H)-On 2,2-dioxide